Cl.NC1(CC(CC1)(C)CCB(O)O)C(=O)O 1-amino-3-(2-boronoethyl)-3-methylcyclopentane-1-carboxylic acid hydrochloride